8-(4-fluorophenyl)-2,7,8,9-tetrahydro-9-(1-methyl-1H-1,2,4-triazol-5-yl)-3H-pyrido[4,3,2-de]phthalazin-3-one FC1=CC=C(C=C1)C1C(C2=NNC(C=3C=CC=C(C23)N1)=O)C1=NC=NN1C